1-(2-(2,6-dimethylphenoxy)ethyl)-1-(2-hydroxyethyl)azepan-1-ium bromide [Br-].CC1=C(OCC[N+]2(CCCCCC2)CCO)C(=CC=C1)C